4-nitrophenyl (2-((2-(6-(pyridin-2-yl)-1,4-dihydro-1,2,4,5-tetrazin-3-yl)pyridin-3-yl)amino)ethyl) carbonate C(OC1=CC=C(C=C1)[N+](=O)[O-])(OCCNC=1C(=NC=CC1)C1=NNC(=NN1)C1=NC=CC=C1)=O